FC=1C=CC(=C2CCCC12)OC1=CC=C(C(=C1C(=O)N)C)C(F)(F)F 6-((7-fluoro-2,3-dihydro-1H-inden-4-yl)oxy)-2-methyl-3-(trifluoromethyl)benzamide